FC=1C=C2C(N(C(NC2=CC1)=S)C=1C=NC=C(C1)F)=O 6-fluoro-3-(5-fluoropyridin-3-yl)-2-thioxo-2,3-dihydroquinazolin-4(1H)-one